CC1=CC=NC(=N1)SCC=1OC(=CN1)C1=CC(=CC=C1)C1=CC=CC=C1 6-methyl-2-({[5-(3-phenylphenyl)-1,3-oxazol-2-yl]methyl}sulfanyl)pyrimidin